tricosyl ortho-hydroxybenzoate OC1=C(C(=O)OCCCCCCCCCCCCCCCCCCCCCCC)C=CC=C1